ClC=1N=NC(=C2C1C=NC=C2)O 4-chloropyridino[3,4-d]pyridazin-1-ol